n-propylacetate C(CC)OC(C)=O